5-[3-fluoro-4-(2-methylpyrimidin-5-yl)phenyl]-3,6-dihydro-2H-1,3,4-oxadiazin-2-one FC=1C=C(C=CC1C=1C=NC(=NC1)C)C1=NNC(OC1)=O